Calcium carbonate salicylate C(C=1C(O)=CC=CC1)(=O)[O-].C([O-])(O)=O.[Ca+2]